O[C@@H](CN1C[C@H]2CCCC[C@H]2C[C@H]1C(=O)N)CN[C@H](C)C1=CC(=C(C=C1)Cl)Cl (3S,4aS,8aS)-2-{(R)-2-hydroxy-3-[(R)-1-(3,4-dichlorophenyl)ethylamino]propyl}decahydroisoquinoline-3-carboxamide